(8S)-N-(4-Carbamimidoylbutyl)-7-{2-[(4-phenoxyphenyl)formamido]acetyl}-1,4-dioxa-7-azaspiro[4.4]nonane-8-carboxamide C(N)(=N)CCCCNC(=O)[C@H]1N(CC2(OCCO2)C1)C(CNC(=O)C1=CC=C(C=C1)OC1=CC=CC=C1)=O